(3-aminopropyl)-diethoxy-methylsilane NCCC[Si](C)(OCC)OCC